furo[2,3-g]indazol N1N=CC2=CC=C3C(=C12)C=CO3